diphenylphosphinyl fluoride C1(=CC=CC=C1)P(=O)(C1=CC=CC=C1)F